NC1=C(C=C(N=N1)C1=C(C(=CC=C1)F)O)C1=NC=CC(=C1)N1CCNCC1 2-[6-amino-5-(4-piperazin-1-yl-2-pyridyl)pyridazin-3-yl]-6-fluoro-phenol